7-methoxy-1-(4-(3-oxopyrrolidine-1-carbonylamino)phenyl)-[1,2,4]triazolo[4,3-a]quinoxaline-8-carboxamide COC=1C=C2N=CC=3N(C2=CC1C(=O)N)C(=NN3)C3=CC=C(C=C3)NC(=O)N3CC(CC3)=O